N-hydroxy-4-{[5-(3-methyl-4-oxo-3,4-dihydroquinazolin-6-yl)-3-(2-bromophenyl)-1H-pyrazol-1-yl]methyl}benzamide ONC(C1=CC=C(C=C1)CN1N=C(C=C1C=1C=C2C(N(C=NC2=CC1)C)=O)C1=C(C=CC=C1)Br)=O